CO[C@@H]1CC[C@@]2(C3CC[C@@]4(C(CCC4C3CCC2C1)[C@@H](CCC(=O)OCCCCCl)C)C)C 4-chlorobutyl (4R)-4-((3R,10S,13R)-3-methoxy-10,13-dimethylhexadecahydro-1H-cyclopenta[a]phenanthren-17-yl)pentanoate